FC(CC1CC(C1)C(=O)O)(F)F 3-(2,2,2-Trifluoroethyl)cyclobutane-1-carboxylic acid